C(C1=CC=CC=C1)SC1=C(C(=C(C(=C1F)F)F)OC(F)F)F benzyl(3-(difluoromethoxy)-2,4,5,6-tetrafluorophenyl)sulfane